4-(3-{(1R)-1-[(tert-Butoxycarbonyl)amino]ethyl}-4-methyl-5-oxo-4,5-dihydro-1H-1,2,4-triazol-1-yl)-2,5-difluorobenzoic acid tert-butyl ester C(C)(C)(C)OC(C1=C(C=C(C(=C1)F)N1N=C(N(C1=O)C)[C@@H](C)NC(=O)OC(C)(C)C)F)=O